NC=1C(=NC=C(N1)N1CCC2(CC1)[C@@H](C=1C(=NC=CC1)C2)N)SC2=C(C(=NC=C2)O)Cl (S)-4-((3-amino-5-(5-amino-5,7-dihydrospiro[cyclopenta[b]pyridine-6,4'-piperidin]-1'-yl)pyrazin-2-yl)thio)-3-chloropyridin-2-ol